[Br-].C(CC)[P+](C1=CC=CC=C1)(C1=CC=CC=C1)C1=CC=CC=C1 Propyl-triphenylphosphonium Bromide